2-chloro-6-(methylsulfonyl)-4-(tetrahydro-2H-pyran-4-yl)pyridine ClC1=NC(=CC(=C1)C1CCOCC1)S(=O)(=O)C